methyl 4-(4-(tert-butyl) phenoxy)-2-methylbenzoate C(C)(C)(C)C1=CC=C(OC2=CC(=C(C(=O)OC)C=C2)C)C=C1